COC1=C(C=CC=C1C1=NC=C(N=C1)C)NC(OC(C)(C)C)=O t-butyl (2-methoxy-3-(5-methyl pyrazin-2-yl)phenyl)carbamate